3-(4-bromophenyl)-4-(hydroxymethyl)piperidine-1-carboxylate BrC1=CC=C(C=C1)C1CN(CCC1CO)C(=O)[O-]